N1-(2-Methoxy-5-(1-methyl-3-(1-methyl-1H-indol-2-yl)-1H-indazole-5-carboxamido)phenyl)-N4-methylterephthalamide COC1=C(C=C(C=C1)NC(=O)C=1C=C2C(=NN(C2=CC1)C)C=1N(C2=CC=CC=C2C1)C)NC(C1=CC=C(C(=O)NC)C=C1)=O